racemic-4-hydroxy-4-isopropyl-8-(pyridin-4-yl)-3,4-dihydro-1H,6H-pyrano[4,3-b]thieno[3,2-d]pyran-6-one O[C@@]1(COCC2=C1OC(C1=C2C=C(S1)C1=CC=NC=C1)=O)C(C)C |r|